C(C)(=O)N1C=C(C(=C1)C)B(O)O 1-ACETYL-4-METHYL-PYRROL-3-YLBORONIC ACID